asparaginyl-amid N[C@@H](CC(N)=O)C(=O)[NH-]